N1(CCC1)C1=NC(NC2=CC=CC=C12)=O 4-(azetidin-1-yl)quinazolin-2(1H)-one